FC1=NC=C(C=C1[C@@H](C)N(C([O-])=O)C1=C(N=NN1C)C1=NC=C(C=C1)NC(C1=CN=C(C=C1)C1CC1)=O)F.C1(CCC(CC1)[O-])[O-] 1,4-cyclohexanediolAt (R)-1-(2,5-difluoropyridin-3-yl)ethyl-(4-(5-(6-cyclopropyl-nicotinamido)pyridin-2-yl)-1-methyl-1H-1,2,3-triazol-5-yl)carbamate